tert-butyl 3-[1-[1-(2,6-dioxo-3-piperidyl)-3-methyl-2-oxo-benzimidazole-5-carbonyl] azetidin-3-yl]oxyazetidine-1-carboxylate O=C1NC(CCC1N1C(N(C2=C1C=CC(=C2)C(=O)N2CC(C2)OC2CN(C2)C(=O)OC(C)(C)C)C)=O)=O